CN(C=O)C N,N-Di-Methyl-Formamide